C(=O)O.ClC=1C(=C(OCC#N)C=CC1C1=CN=C2N1C=CN=C2NC2=CC(=C(C=C2)C(=O)N2CCN(CC2)C(=O)[C@H]2NC[C@@H](C2)O)C)F 2-[3-chloro-2-fluoro-4-[8-[4-[4-[(2S,4R)-4-hydroxypyrrolidine-2-carbonyl]piperazine-1-carbonyl]-3-methyl-anilino]imidazo[1,2-a]pyrazin-3-yl]phenoxy]acetonitrile formate